6-chloro-5-fluoro-7-methoxy-4-methyl-2H-benzo[b][1,4]oxazin-3(4H)-one ClC1=C(C2=C(OCC(N2C)=O)C=C1OC)F